ClC1=CC=C(C=C1)C(CCCF)O (4-chlorophenyl)-4-fluorobutan-1-ol